ClC1=NN2C(N=CC3=C2C(CC3C(=O)O)(C(F)(F)F)OCC)=C1 2-chloro-8-ethoxy-8-(trifluoromethyl)-7,8-dihydro-6H-cyclopenta[e]pyrazolo[1,5-a]pyrimidine-6-carboxylic acid